Br.FC=1C=C(C=CC1N1CCN(CC1)C)NC=1N=C(C2=C(N1)NC=C2)OC=2C=C(C=CC2)NC(C=C)=O N-(3-(2-(3-fluoro-4-(4-methylpiperazin-1-yl)phenylamino)-7H-pyrrolo[2,3-d]pyrimidin-4-yloxy)phenyl)acrylamide hydrobromide salt